C(C1=CC=CC=C1)(=O)C1=CC2=C(NC(=N2)C2=CC=C(C=C2)NC(=O)C=2OC=CN2)C=C1 oxazole-2-carboxylic acid [4-(5-benzoyl-1H-benzoimidazol-2-yl)-phenyl]Amide